C(CCCCCCCCCCCCCCCCCCCCC)OC(CCCCCCCCCCCCCCCCC)=O.C(CCCCCCCCCCCCCCC)(=O)OCCCCCCCC\C=C/CCCCCCCC oleyl palmitate behenyl-stearate